OC1=C(C=C(C=C1C(C)(C)CC)C(C)(C)CC)N1N=C2C(=N1)C=CC=C2 2-(2-hydroxy-3,5-di-tert-amylphenyl)-2H-benzotriazole